1-(3-Chlorophenyl)-7-oxo-6-[3-(piperidin-1-ylmethyl)phenyl]-4,5-dihydropyrazolo[3,4-c]pyridine-3-carboxylic acid ethyl ester C(C)OC(=O)C1=NN(C=2C(N(CCC21)C2=CC(=CC=C2)CN2CCCCC2)=O)C2=CC(=CC=C2)Cl